1,6-anhydroglucosamine C12[C@H](N)[C@@H](O)[C@H](O)[C@H](O1)CO2